3,4-dibromofuran-2-formaldehyde BrC1=C(OC=C1Br)C=O